BrC1=CC(=C(C(=C1)[N+](=O)[O-])N(C(OC(C)(C)C)=O)C(=O)OC(C)(C)C)F tert-butyl N-(4-bromo-2-fluoro-6-nitro-phenyl)-N-tert-butoxycarbonyl-carbamate